1-[(5S,7S)-7-fluoro-5-phenyl-6,7-dihydro-5H-pyrrolo[1,2-b][1,2,4]triazol-2-yl]pyrazolo[4,3-b]pyridine F[C@H]1C[C@H](N2N=C(N=C21)N2N=CC1=NC=CC=C12)C1=CC=CC=C1